amino-phenylboronic acid NC1=C(C=CC=C1)B(O)O